4-methyl-5,6-dihydropyridine-1(2H)-carboxylic acid tert-butyl ester C(C)(C)(C)OC(=O)N1CC=C(CC1)C